COCCOC=1C=C(C(=O)[O-])C=C(C1)NCC1OCC1 3-(2-methoxyethoxy)-5-((oxetan-2-ylmethyl)amino)benzoate